FC1=C2CC3C(C2=CC=C1)(C=1C=CC=C(C1C3)F)O 1,8-difluoro-9a,10-dihydroindeno[1,2-a]inden-4b(9H)-ol